3-(4-((5-((adamantan-2-yl)amino)pentyl)thio)-1-oxoisoindolin-2-yl)piperidine-2,6-dione C12C(C3CC(CC(C1)C3)C2)NCCCCCSC2=C3CN(C(C3=CC=C2)=O)C2C(NC(CC2)=O)=O